C(C)C(COC(CCCCCCCC(CCCCCCCCC)COC(CCCCCCCC=CCCCCCCCC)=O)=O)CCCC 9-((Octadec-9-enoyloxy)methyl)octadecanoic acid (2'-ethylhexyl)ester